1-tert-butyl 2-methyl (2S,3S)-3-aminopyrrolidine-1,2-dicarboxylate N[C@@H]1[C@H](N(CC1)C(=O)OC(C)(C)C)C(=O)OC